FC1=C(C=CC(=C1)OC1=CC=CC=C1)N1N=C2C(NCCC2C2CCNCC2)=C1C(=O)N 2-(2-Fluoro-4-phenoxyphenyl)-7-(piperidin-4-yl)-4,5,6,7-tetrahydro-2H-pyrazolo[4,3-b]pyridine-3-carboxamide